O=C1N([C@H]2C[C@H](O)[C@@H](CO)O2)C2=NC(=NC(C2=N1)=O)N 8-Oxo-desoxyguanosin